6-bromo-N'-[4-[tert-butyl(dimethyl)silyl]oxy-2-ethyl-5-fluoro-phenyl]-4-chloropyrrolo[1,2-b]pyridazine-3-carboxamidine BrC=1C=C2N(N=CC(=C2Cl)C(=NC2=C(C=C(C(=C2)F)O[Si](C)(C)C(C)(C)C)CC)N)C1